NC=1C(=C(C(=NC1)N1[C@@H](CN(CC1)C(=O)OC(C)(C)C)CO)Br)C#N tert-butyl (S)-4-(5-amino-3-bromo-4-cyanopyridin-2-yl)-3-(hydroxymethyl)piperazine-1-carboxylate